1,4-Dimethoxy-2-(2-methylprop-1-enyl)benzene COC1=C(C=C(C=C1)OC)C=C(C)C